O=C1NC(CCC1N1C(C2=CC=C(C=C2C1=O)NCCOC(C(=O)O)C)=O)=O (2-((2-(2,6-Dioxopiperidin-3-yl)-1,3-Dioxoisoindolin-5-yl)amino)ethoxy)propionic acid